C1(CC1)N1N=CC(=C1)C=1N(C(=C(N1)C(=O)OCC)S(=O)(=O)CC)C ethyl 2-(1-cyclopropylpyrazol-4-yl)-5-ethylsulfonyl-1-methyl-imidazole-4-carboxylate